C(C)(C)(C)OC(=O)N1CCN(CC1)C1=NC=C(C=C1)C=1C=2N(C=C(C1)C=1C=NN(C1)C)N=CC2CC 4-(5-(3-ethyl-6-(1-methyl-1H-pyrazol-4-yl)pyrazolo[1,5-a]pyridin-4-yl)pyridin-2-yl)piperazine-1-carboxylic acid tert-butyl ester